N6-[3-(β-alanylamino)benzyl]adenosine NCCC(=O)NC=1C=C(CNC=2C=3N=CN([C@H]4[C@H](O)[C@H](O)[C@@H](CO)O4)C3N=CN2)C=CC1